4-({3-benzyl-5-[2-(2-phenylacetamido)benzo[d]thiazol-6-yl]-1H-pyrazol-1-yl}methyl)-N-hydroxybenzamide C(C1=CC=CC=C1)C1=NN(C(=C1)C1=CC2=C(N=C(S2)NC(CC2=CC=CC=C2)=O)C=C1)CC1=CC=C(C(=O)NO)C=C1